asparagine propyl ester C(CC)OC([C@@H](N)CC(N)=O)=O